tert-butyl (3-(methoxy-d3)phenethyl)carbamate C(OC=1C=C(CCNC(OC(C)(C)C)=O)C=CC1)([2H])([2H])[2H]